2-((2S,3R,4R,5R)-2-((bis(4-methoxyphenyl)(phenyl)methoxy)methyl)-5-(2,4-dioxo-3,4-dihydro-pyrimidin-1(2H)-yl)-4-fluorotetrahydrofuran-3-yl)acetamide COC1=CC=C(C=C1)C(OC[C@H]1O[C@H]([C@@H]([C@@H]1CC(=O)N)F)N1C(NC(C=C1)=O)=O)(C1=CC=CC=C1)C1=CC=C(C=C1)OC